[O-2].[Zn+2].[In+3] Indium Zinc Oxide